FC1=C(C(=CC(=C1)C(NC)=O)F)C1=NC=2C(=NC=C(C2)C)N1C[C@H]1CN(CCO1)C(=O)OC Methyl (S)-2-((2-(2,6-difluoro-4-(methylcarbamoyl)phenyl)-6-methyl-3H-imidazo[4,5-b]pyridine-3-yl)methyl)morpholine-4-carboxylate